(S)-2-(2-(7-(3-(aminomethyl)-2-fluorophenyl)benzofuran-5-yl)-4-methyl-3,4-dihydro-2H-Benzo[b][1,4]oxazin-8-yl)acetic acid NCC=1C(=C(C=CC1)C1=CC(=CC=2C=COC21)[C@H]2CN(C1=C(O2)C(=CC=C1)CC(=O)O)C)F